Cl.NC=1C=CC2=C(N(C(N2)=O)C)C1 6-amino-1-methyl-1,3-dihydro-2H-benzo[d]imidazol-2-one hydrochloride